C1=CNC=2C(NC=3C=CC=CC3C21)=O 4,5-dihydro-3H-pyrrolo[2,3-c]quinoline-4-one